FC1=CC(=C(C=C1)O)[C@@H]1N(C[C@H](C1)F)C=1C=CC=2N(N1)C(=CN2)C=2N=NN(C2)[C@H]2CNCCC2 4-fluoro-2-((2R,4S)-4-fluoro-1-(3-(1-((R)-piperidin-3-yl)-1H-1,2,3-triazol-4-yl)imidazo[1,2-b]pyridazin-6-yl)pyrrolidin-2-yl)phenol